(1S,3S)-3-((6-(5-chloro-3-(((isopentyl(methyl)carbamoyl)oxy)methyl)thiophen-2-yl)-2-methylpyridin-3-yl)oxy)cyclohexane-1-carboxylic acid ClC1=CC(=C(S1)C1=CC=C(C(=N1)C)O[C@@H]1C[C@H](CCC1)C(=O)O)COC(N(C)CCC(C)C)=O